C(C)C1=C(C(=NC(=N1)Cl)N[C@H]1[C@H](CC2=CC=CC=C12)O)C(=O)O.C1CCC2=NC3=C(N21)C=CC=C3 2,3-Dihydro-1H-pyrrolo[1,2-a]benzimidazol Ethyl-2-chloro-4-{[(1R,2S)-2-hydroxy-2,3-dihydro-1H-inden-1-yl]amino}pyrimidine-5-carboxylate